C(=O)(O)C(CCCCNC(=O)C=1C=NC(=CC1)[18F])NC(NC(C(=O)O)CCC(=O)O)=O 2-(3-{1-Carboxy-5-[(6-[18F]fluoropyridine-3-carbonyl)-amino]-pentyl}-ureido)-pentanedioic acid